O1CCNCC1 1,4-Oxazinane